C(C)(C)(C)OC(=O)N[C@H](C(=O)O)C(C)(C)C (2S)-2-[(tert-butoxy)carbonyl]amino-3,3-dimethylbutanoic acid